ethyl (R)-1-allyl-2-oxocyclohexane-1-carboxylate C(C=C)[C@]1(C(CCCC1)=O)C(=O)OCC